1-{[(5S,7S)-2-oxo-3-({1-[2-(trifluoromethyl)-4-pyridinyl]-1H-1,2,3-triazol-4-yl}methyl)-1-oxa-3-azaspiro[4.5]dec-7-yl]methyl}-1H-benzimidazole-6-carbonitrile O=C1O[C@]2(CN1CC=1N=NN(C1)C1=CC(=NC=C1)C(F)(F)F)C[C@H](CCC2)CN2C=NC1=C2C=C(C=C1)C#N